Cl.Cl.NCC1CCN(CC1)C(=O)NC=1C(=NC=CN1)C(=O)NC1CC2=CC=CC=C2C1 3-(4-(aminomethyl)piperidine-1-carboxamido)-N-(2,3-dihydro-1H-inden-2-yl)pyrazine-2-carboxamide dihydrochloride